tert-butyl 1,9-diazaspiro[4.5]decane-9-carboxylate N1CCCC12CCCN(C2)C(=O)OC(C)(C)C